O=C1NC2=NC=CC=C2C=C1C(=O)[O-] 2-oxo-1,8-naphthyridine-3-carboxylate